racemic-tert-butyl (((1R,5R)-3-acetamido-3-(tert-butylcarbamoyl)-5-(2-(4,4,5,5-tetramethyl-1,3,2-dioxaborolan-2-yl)ethyl)cyclohexyl)methyl)carbamate C(C)(=O)N[C@]1(C[C@@H](C[C@H](C1)CCB1OC(C(O1)(C)C)(C)C)CNC(OC(C)(C)C)=O)C(NC(C)(C)C)=O |&1:4|